BrC1=CC(=C(C=C1OC(F)(F)F)C#CCNC(OC(C)(C)C)=O)NS(=O)(=O)C1=CC=C(C=C1)C tert-butyl (3-(4-bromo-2-((4-methylphenyl)sulfonamido)-5-(trifluoromethoxy)phenyl)prop-2-yn-1-yl)carbamate